5-(2-(3,3-difluoropyrrolidin-1-yl)-6-methylpyrimidin-4-yl)-1,3,4-thiadiazole FC1(CN(CC1)C1=NC(=CC(=N1)C1=NN=CS1)C)F